boron hydride HBr Br.B